((S)-4-((naphthalen-1-ylmethyl)amino)-4-oxobutan-2-yl)succinamide 2,2,2-trifluoroacetate FC(C(=O)O)(F)F.C1(=CC=CC2=CC=CC=C12)CNC(C[C@H](C)C(C(=O)N)CC(=O)N)=O